(1S)-2-methyl-1-[(4-methylpiperidin-1-yl)methyl]Propyl-naphthalene CC([C@H](CN1CCC(CC1)C)C1=CC=CC2=CC=CC=C12)C